2-benzothiazolamine S1C(=NC2=C1C=CC=C2)N